C(C1=CC=CC=C1)N1C(C(NC2=CC(=CC=C12)OC)=O)C(F)F 4-benzyl-3-(difluoromethyl)-7-methoxy-3,4-dihydroquinoxalinone